2-[4-(3-Methyl-6-{[2-(5-methyl-1H-pyrazol-1-yl)-[1,3]thiazolo[5,4-c]pyridin-6-yl]amino}pyridin-2-yl)piperazin-1-yl]ethan-1-ol CC=1C(=NC(=CC1)NC1=CC2=C(C=N1)SC(=N2)N2N=CC=C2C)N2CCN(CC2)CCO